ClS(=O)(=O)C1=CC=C2C(N(C=NC2=C1)CC(=O)OC(C)(C)C)=O tert-butyl 2-(7-(chlorosulfonyl)-4-oxoquinazolin-3(4H)-yl)acetate